4-(2-((t-Butyldimethylsilyl)oxy)ethyl)piperidin-4-amine [Si](C)(C)(C(C)(C)C)OCCC1(CCNCC1)N